C[C@H]1N(CC[C@H](C1)C(=O)OC)C(=O)OC(C)(C)C 1-tert-butyl 4-methyl (2R,4R)-2-methylpiperidine-1,4-dicarboxylate